methyl-1-(benzyl)pyridinium chloride salt [Cl-].CC1=[N+](C=CC=C1)CC1=CC=CC=C1